FC=1C(=NC=CC1)C1(CCC1)NC1=NC=C(C=N1)C=1C=C2C(=NNC2=CC1)C(=O)N 5-(2-{[(3-fluoro-2-pyridyl)cyclobutyl]amino}pyrimidin-5-yl)-1H-indazole-3-carboxamide